3-o-methoxyphenoxy-1,2-propanediol COC1=C(OCC(CO)O)C=CC=C1